(1S,2S)-2-[4-(6-{[trans-4-(trifluoromethyl)cyclohexyl]methoxy}pyridazin-4-yl)pyridin-2-yl]cyclopropanecarboxylic acid FC([C@@H]1CC[C@H](CC1)COC1=CC(=CN=N1)C1=CC(=NC=C1)[C@@H]1[C@H](C1)C(=O)O)(F)F